(R)-2,2-dimethyl-N'-((2,4,5,6-tetrahydro-1H-cyclobuta[f]inden-3-yl)carbamoyl)-2,3-dihydropyrazolo[5,1-b]oxazole-7-sulfonimidamide CC1(CN2C(O1)=C(C=N2)[S@@](=O)(N)=NC(NC2=C1C(=CC=3CCCC23)CC1)=O)C